C(C)OC(=O)[C@@H](O)[C@H](O)[C@H](O)CO.C1(=CC=CC=C1)C1=CC=C(C=C1)C1=CC=C(C=C1)C1=CC=CC=C1 diphenyl-(Biphenyl) ethyl-arabinonate